Tert-Butyl 4-(2'-oxo-1',2'-dihydrospiro[cyclobutane-1,3'-indol]-5'-yl)piperidine-1-carboxylate O=C1NC2=CC=C(C=C2C12CCC2)C2CCN(CC2)C(=O)OC(C)(C)C